1-(4-bromophenyl)-4-chloronaphthalene BrC1=CC=C(C=C1)C1=CC=C(C2=CC=CC=C12)Cl